3-isopropyl-6-methylmorpholine-2,5-dione C(C)(C)C1NC(C(OC1=O)C)=O